O=C1NC(CCC1N1C(C2=CC=CC(=C2C1=O)N1CCC(CC1)CCNC(C1=CC=C(C(=O)NC2=CC3=C(NC(=N3)CN3[C@H](CCC3)C)C=C2)C=C1)=O)=O)=O N1-(2-(1-(2-(2,6-dioxopiperidin-3-yl)-1,3-dioxoisoindolin-4-yl)piperidin-4-yl)ethyl)-N4-(2-(((S)-2-methylpyrrolidin-1-yl)methyl)-1H-benzo[d]imidazol-5-yl)terephthalamide